[C].[Li].[Al].[Na].N(=C=O)CCC[Si](OCC)(OCC)CC isocyanatopropyl-ethyl-diethoxysilane Sodium aluminum lithium carbon